[Ru]Cl ruthenium(1+) chloride